fluoro-N-(4-fluorobenzyl)-N-methyl-4'-hydroxy-3',4'-dihydro-1'H-spiro[piperidine-4,2'-quinoline]-1-thiocarboxamide FN1C2(CC(C3=CC=CC=C13)O)CCN(CC2)C(N(C)CC2=CC=C(C=C2)F)=S